(+)-N-[(1H-benzimidazol-2-yl)methyl]-6-cyclopropyl-1-[4-methoxybutan-2-yl]-1H-pyrazolo[3,4-b]pyrazin-3-amine N1C(=NC2=C1C=CC=C2)CNC2=NN(C1=NC(=CN=C12)C1CC1)C(C)CCOC